Benzyl [trans-4-(5-oxo-4,5-dihydro-1,3,4-oxadiazol-2-yl)cyclohexyl]carbamate O=C1NN=C(O1)[C@@H]1CC[C@H](CC1)NC(OCC1=CC=CC=C1)=O